C(C)NC(CCCCCCC\C=C/CCCCCCCC)=O oleic acid ethyl amide